tert-butyl N-[(1,1-dioxo-2H-thiet-3-yl)methyl]carbamate O=S1(CC(=C1)CNC(OC(C)(C)C)=O)=O